1-azabicyclo[3.2.1]octan-3-ol hydrochloride Cl.N12CC(CC(CC1)C2)O